CC(C)N1C2=CC=CC=C2C(=C1/C=C/[C@H](C[C@@H](CC(=O)O)O)O)C3=CC=C(C=C3)F The molecule is a (6E)-7-[3-(4-fluorophenyl)-1-(propan-2-yl)-1H-indol-2-yl]-3,5-dihydroxyhept-6-enoic acid diastereoisomer in which both chiral centres have S configuration. It is an enantiomer of a (3R,5R,6E)-7-[3-(4-fluorophenyl)-1-(propan-2-yl)-1H-indol-2-yl]-3,5-dihydroxyhept-6-enoic acid.